methyl (4-cyanooxyphenyl) sulfide C(#N)OC1=CC=C(C=C1)SC